C1N(CC12CCOCC2)C2CCC(CC2)N2C(NC1=C2C=C(C(=C1)C=1C=C(C=2N(C1)N=CN2)OC)C(C)C)=O 1-(4-(7-oxa-2-azaspiro[3.5]non-2-yl)cyclohexyl)-6-isopropyl-5-(8-methoxy-[1,2,4]triazolo[1,5-a]pyridin-6-yl)-1,3-dihydro-2H-benzo[d]imidazol-2-one